C1(CC1)C1=CNC=2C1=NC(=CC2)CC2=C(C=C(C=C2C)N2N=C(C(NC2=O)=O)C#N)C 2-(4-((3-cyclopropyl-1H-pyrrolo[3,2-b]pyridin-5-yl)methyl)-3,5-dimethylphenyl)-3,5-dioxo-2,3,4,5-tetrahydro-1,2,4-triazine-6-carbonitrile